4-(4-chloro-3-methoxyphenyl-(piperazine-1-sulfonyl)phenyl)-1-(pyridin-3-ylmethyl)urea ClC1=C(C=C(C=C1)C=1C(=C(C=CC1)C1=C(C=NC=C1)CNC(=O)N)S(=O)(=O)N1CCNCC1)OC